N1(C=NC=C1)C=1N=CC2=C(N1)CCN(C2)CC(O)C=2C(=C1COC(C1=CC2)=O)C 5-(2-(2-(1H-imidazol-1-yl)-7,8-dihydropyrido[4,3-d]pyrimidin-6(5H)-yl)-1-hydroxyethyl)-4-methylisobenzofuran-1(3H)-one